1-(benzyloxy)-4-bromo-2-fluoro-5-(methyl-d3)benzene C(C1=CC=CC=C1)OC1=C(C=C(C(=C1)C([2H])([2H])[2H])Br)F